BrC1=CC=C(C=C1)C1=C(C(=NN1C1=C(C=C(C=C1)Cl)Cl)C(=O)NN1CCS(CC1)(=O)=O)C 5-(4-Bromophenyl)-1-(2,4-Dichlorophenyl)-N-(1,1-Dioxidothiomorpholino)-4-Methyl-1H-Pyrazole-3-Carboxamide